NC=1C(=NC=CC1)C#CCN(C=1C=C2N=C(C=NC2=CC1)C=1C=NN(C1)C)C1=CC(=CC(=C1)OC)OC N-[3-(3-Aminopyridin-2-yl)prop-2-ynyl]-N-(3,5-dimethoxyphenyl)-3-(1-methyl-pyrazol-4-yl)quinoxalin-6-amine